N(=NC(C(=N)NC1=CC=CC=C1)(C)C)C(C(=N)NC1=CC=CC=C1)(C)C 2,2'-azobis(2-methyl-N-phenylpropionamidin)